FC1(CCN(CC1)C1=NC(=CC(=N1)NC(C1=C(C=C(C=C1)NS(=O)(=O)CCO)N1CCC2(CC2)CC1)=O)C)F N-(2-(4,4-Difluoro-piperidin-1-yl)-6-methyl-pyrimidin-4-yl)-4-((2-hydroxy-ethyl)sulfonamido)-2-(6-azaspiro[2.5]octan-6-yl)benzamide